C(C1=CC=CC=C1)OC=1C(=NC2=CC=NC=C2C1)C(=O)O 3-(benzyloxy)-1,6-naphthyridine-2-carboxylic acid